Propyl phenylglycinate NC(C1=CC=CC=C1)C(=O)OCCC